COC=1C=C(C(=O)N[C@H]2CN(CC2)C(=O)OC(C)(C)C)C=CC1C=1C=NN(C1)C tert-butyl (R)-3-(3-methoxy-4-(1-methyl-1H-pyrazol-4-yl)benzamido)-pyrrolidine-1-carboxylate